1-(2-ethoxyethyl)-2-trifluoromethyl-1H-indole-3-carbaldehyde C(C)OCCN1C(=C(C2=CC=CC=C12)C=O)C(F)(F)F